P(=O)(OCCCCCCCN(CCCCCCCCCCC)CCCCCCCCCCC)(OCCCCCCC)[O-] 7-(diundecyl amino)heptyl heptyl phosphate